(1r,4r)-N,N-dibenzyl-4-(2-methoxyethoxy)cyclohexan-1-amine COCCOC1CCC(CC1)N(CC2=CC=CC=C2)CC3=CC=CC=C3